methyl (2S)-2-[[2-chloro-3-methyl-4-[[4-(trifluoromethyl)phenyl]methoxy]benzothiophene-5-carbonyl]amino]-3,3-dimethyl-butanoate ClC=1SC2=C(C1C)C(=C(C=C2)C(=O)N[C@H](C(=O)OC)C(C)(C)C)OCC2=CC=C(C=C2)C(F)(F)F